N1(CCCCC1)C=1C=C2C(=CC=NC2=CC1)N 6-(piperidin-1-yl)quinolin-4-amine